(2S)-2-amino-3-[(3S)-2-oxotetrahydro-1H-pyrrol-3-yl]propanamide N[C@H](C(=O)N)C[C@H]1C(NCC1)=O